butyl 2,8-diazaspiro[4.5]decane-2-carboxylate C1N(CCC12CCNCC2)C(=O)OCCCC